ClC=1C(=C(C(=CC1)C(F)F)C1=CN=C(CN1C=1C=NN(C1)[C@H](C)C1=NC(=C(C=C1)N1C([C@@H]2C[C@@H]2C1)=O)C)C)F |o1:21| 6-(3-Chloro-6-(difluoromethyl)-2-fluorophenyl)-3-methyl-N-(1-((R or S)-1-(6-methyl-5-((1R,5S)-2-oxo-3-azabicyclo[3.1.0]hexan-3-yl)pyridin-2-yl)ethyl)-1H-pyrazol-4-yl)pyrazine